1-(3-{3-[1-(4-Amino-3-methyl-1H-pyrazolo[3,4-d]pyrimidin-1-yl)ethyl]-5-chloro-2-methoxy-6-methylphenyl}azetidin-1-yl)-2-methyl-1-oxopropan NC1=C2C(=NC=N1)N(N=C2C)C(C)C=2C(=C(C(=C(C2)Cl)C)C2CN(C2)C(C(C)C)=O)OC